3-(5-((3R,4R)-3-fluoro-4-(piperazin-1-yl)piperidin-1-yl)-6-methylpyridin-2-yl)piperidine-2,6-dione F[C@@H]1CN(CC[C@H]1N1CCNCC1)C=1C=CC(=NC1C)C1C(NC(CC1)=O)=O